ClC1=C(C(=NN1)C)NC(C1=C(N=C(C(=C1)F)N1N=C(N(C1=O)CC)CO)O[C@H](C(F)(F)F)C)=O (S)-N-(5-Chloro-3-methyl-1H-pyrazol-4-yl)-6-(4-ethyl-3-(hydroxymethyl)-5-oxo-4,5-dihydro-1H-1,2,4-triazol-1-yl)-5-fluoro-2-((1,1,1-trifluoropropan-2-yl)oxy)nicotinamide